3-[1-[3-(2,6-dioxo-3-piperidyl)-1-methyl-indazol-6-yl]-4-piperidyl]propanal O=C1NC(CCC1C1=NN(C2=CC(=CC=C12)N1CCC(CC1)CCC=O)C)=O